8-[4-(trifluoromethyl)phenyl]-2H-pyrazolo[3,4-b]indole FC(C1=CC=C(C=C1)N1C=2C(C3=CC=CC=C13)=CNN2)(F)F